Cl.N[C@@H](C(C)C)C(=O)N L-Valinamide HCl